C(C)(C)(C)OC(N(CC=1SC=CC1)C=1C2=C(N=C(N1)Cl)C(=C(S2)C[C@H](C)NC(=O)OC(C)(C)C)C2=CC=CC=C2)=O.C(C2=CC=CC=C2)C2=CC=C(O[Si](C)(C)C(C)(C)C)C=C2 mono(4-benzylphenoxy)(tert-butyl)dimethylsilane tert-Butyl-(S)-(6-(2-((tert-butoxycarbonyl)amino)propyl)-2-chloro-7-phenylthieno[3,2-d]pyrimidin-4-yl)(thiophen-2-ylmethyl)carbamate